FC(C(C#CC1=NC(=NC(=N1)N[C@@H](C(F)(F)F)C)N[C@@H](C(F)(F)F)C)(C)C)(F)F 6-(4,4,4-Trifluoro-3,3-dimethylbut-1-yn-1-yl)-N2,N4-bis((R)-1,1,1-trifluoropropan-2-yl)-1,3,5-triazine-2,4-diamine